C(=O)O.COC=1C=CC=C(C1)C=1C(=CC(=CC1)OC)C1=CC=CC=C1 5,4'-dimethoxyterphenyl formate